2-(2'-chloro-5'-hydroxy-phenyl)benzotriazole ClC1=C(C=C(C=C1)O)N1N=C2C(=N1)C=CC=C2